C(#N)C(C(=O)OCC)=NO Ethyl 2-cyano-2-(hydroximino)acetate